CN1C(=NCCC1)C 1,4,5,6-tetrahydro-1,2-dimethylpyrimidine